5-(6-(7,8-dimethyl-3-(trifluoromethyl)-[1,2,4]triazolo[4,3-b]pyridazin-6-yl)-5,6,7,8-tetrahydro-1,6-naphthyridin-3-yl)-N,N-dimethylpyridin-2-amine CC1=C(C=2N(N=C1N1CC=3C=C(C=NC3CC1)C=1C=CC(=NC1)N(C)C)C(=NN2)C(F)(F)F)C